2-chloro-6-[(2,3-dimethoxyphenyl)amino]pyrimidine-4-carbonitrile ClC1=NC(=CC(=N1)C#N)NC1=C(C(=CC=C1)OC)OC